(S)-6-(1-(5-(4-chloro-1-methyl-6-oxo-1,6-dihydropyridin-3-yl)-7-(2-(ethyl(methyl)amino)ethyl)-1-oxo-3,4-dihydroisoquinolin-2(1H)-yl)ethyl)-4-ethoxynicotinonitrile ClC=1C(=CN(C(C1)=O)C)C1=C2CCN(C(C2=CC(=C1)CCN(C)CC)=O)[C@@H](C)C1=NC=C(C#N)C(=C1)OCC